ClC=1C(=C(C(=CC1)OC)C1=CC(=NC=C1C(=O)NC=1SC(=NN1)N(CCNS(=O)(=O)C)C)C)F 4-(3-chloro-2-fluoro-6-methoxyphenyl)-6-methyl-N-(5-(methyl-(2-(N-methylsulfonylamino)ethyl)amino)-1,3,4-thiadiazol-2-yl)nicotinamide